C1(CCC1)OC=1SC2=C(N1)NC(=C2)C(=O)NC2CN[Si](CCC2)(C)C 2-(cyclobutoxy)-N-(1,1-dimethylsilazepan-4-yl)-4H-pyrrolo[2,3-d]thiazole-5-carboxamide